N-(3-chloro-4-fluorophenyl)-N-(4-(5-(difluoromethyl)-1,3,4-oxadiazol-2-yl)benzyl)-3-(pyrrolidin-1-yl)propane-1-sulfonamide ClC=1C=C(C=CC1F)N(S(=O)(=O)CCCN1CCCC1)CC1=CC=C(C=C1)C=1OC(=NN1)C(F)F